N1CC(C1)N1C=CC2=C(C(=CC=C12)F)F 1-(azetidin-3-yl)-4,5-difluoro-1H-indole